1-Methoxy-2-nitro-4-(((cis)-4-(trifluoromethyl)cyclohexyl)-oxy)benzene COC1=C(C=C(C=C1)O[C@@H]1CC[C@@H](CC1)C(F)(F)F)[N+](=O)[O-]